tert-butyl (5-(4-cyano-2-methoxyphenyl)thiazolo[5,4-b]pyridin-2-yl)carbamate C(#N)C1=CC(=C(C=C1)C1=CC=C2C(=N1)SC(=N2)NC(OC(C)(C)C)=O)OC